COCOC1=C(C(=CC(=C1)C(F)(F)F)C)C1=CC2=C(N=N1)N(C=C2)[C@@H]2[C@@H]1CC[C@H](CC2)N1C(=O)OC(C)(C)C |o1:24,25,28| tert-Butyl (1S*,2S*,5S*)-2-{3-[2-(methoxymethoxy)-6-methyl-4-(trifluoromethyl)phenyl]-7H-pyrrolo[2,3-c]pyridazin-7-yl}-8-azabicyclo[3.2.1]octane-8-carboxylate